7-(((tert-butyldimethylsilyl)oxy)methyl)-2,3,4,5-tetrahydro-1H-benzo[d]azepine [Si](C)(C)(C(C)(C)C)OCC1=CC2=C(CCNCC2)C=C1